(3aR,5s,6aS)-N-(4-cyclopropyl-6-(5-fluoro-2-methylphenyl)pyridazin-3-yl)-2-((tetrahydro-2H-pyran-4-yl)methyl-d2)octahydrocyclopenta[c]pyrrol-5-amine C1(CC1)C1=C(N=NC(=C1)C1=C(C=CC(=C1)F)C)NC1C[C@@H]2[C@@H](CN(C2)C([2H])([2H])C2CCOCC2)C1